CON=C1C2CN(CC1CC2)C2=NC(=NC1=C(C(=C(C=C21)Cl)Br)F)Cl 3-(7-bromo-2,6-dichloro-8-fluoroquinazolin-4-yl)-3-azabicyclo[3.2.1]octane-8-one O-methyl oxime